7-methoxy-2,3,4,5-tetrahydro-1H-pyrido[3,2-b]indole-1-carboxylic acid tert-butyl ester C(C)(C)(C)OC(=O)N1CCCC=2NC=3C=C(C=CC3C21)OC